FC=1C=C(C=C(C1)F)[C@H]1CCCC=2N1C(NN2)=O (R)-5-(3,5-difluorophenyl)-5,6,7,8-tetrahydro-[1,2,4]triazolo[4,3-a]pyridin-3(2H)-one